O(C1=CC=CC=C1)[NH-] N-phenoxyl-amide